tert-butyl 1-((6-cyclopropyl-8-(3-ethoxy-2,2-dimethyl-3-oxopropyl)imidazo[1,2-a]pyridin-2-yl)methyl)-1H-1,2,3-triazole-4-carboxylate C1(CC1)C=1C=C(C=2N(C1)C=C(N2)CN2N=NC(=C2)C(=O)OC(C)(C)C)CC(C(=O)OCC)(C)C